(2S,4r)-N-[(1r,2r)-2-benzoylaminocyclohexyl]-1-[(2S)-2-(4-cyclopropyltriazol-1-yl)-3,3-dimethyl-butyryl]-4-hydroxy-pyrrolidine-2-carboxamide C(C1=CC=CC=C1)(=O)N[C@H]1[C@@H](CCCC1)NC(=O)[C@H]1N(C[C@@H](C1)O)C([C@H](C(C)(C)C)N1N=NC(=C1)C1CC1)=O